FC=1C=CC(=C(C1)CC(=O)O)NC(C1=CC(=C(C=C1)N1CCCCC1)NC(=O)C=1C2=C(N(N1)CC(F)(F)F)CCC2)=O 2-(5-fluoro-2-(4-(piperidin-1-yl)-3-(1-(2,2,2-trifluoroethyl)-1,4,5,6-tetrahydrocyclopenta[c]pyrazole-3-carboxamido)benzamido)phenyl)acetic acid